hafnium oxide dibutyrate C(CCC)(=O)[O-].C(CCC)(=O)[O-].[O-2].[Hf+4]